C(C1=CC=CC=C1)OC[C@H]1OC[C@](CN(C1)C(=O)OC(C)(C)C)(CO)O |o1:12| tert-butyl (2S,6S*)-2-[(benzyloxy)methyl]-6-hydroxy-6-(hydroxymethyl)-1,4-oxazepane-4-carboxylate